3-[(5S)-5-(3-bromophenyl)-2-oxo-oxazolidin-3-yl]piperidine-2,6-dione BrC=1C=C(C=CC1)[C@H]1CN(C(O1)=O)C1C(NC(CC1)=O)=O